ClC=1C=CC(=C(C1)N1CC(N(CC1=O)[C@H](C(=O)NC1=CC2=CN(N=C2C=C1)C)CC1=NN(C=C1)C)=O)N1N=NC(=C1)Cl (S)-2-(4-(5-chloro-2-(4-chloro-1H-1,2,3-triazol-1-yl)phenyl)-2,5-dioxopiperazin-1-yl)-3-(1-methyl-1H-pyrazol-3-yl)-N-(2-methyl-2H-indazol-5-yl)propanamide